Cl.Cl.N[C@@H](CC1=CNC=N1)C(=O)O L-Histidine HCl monohydrochloride